2-(2,4-bistrifluoromethylbenzyl)-N3-(piperidin-4-yl)quinoxaline-2,3-diamine FC(C1=C(CC2(NC3=CC=CC=C3N=C2NC2CCNCC2)N)C=CC(=C1)C(F)(F)F)(F)F